C(C(C)(C)C)C(=C)CC(C)(C)C 2-neopentyl-4,4-dimethyl-1-pentene